BrC=1C=C(C=C(C1)F)C1(CC(C1)(F)F)C(=O)O 1-(3-bromo-5-fluorophenyl)-3,3-difluorocyclobutane-1-carboxylic acid